(S)-N-ethyl-3-((2-(3-((2-((2-methylbenzofuran-5-yl)oxy)propyl)amino)propyl)benzofuran-5-yl)oxy)propan-1-amine C(C)NCCCOC=1C=CC2=C(C=C(O2)CCCNC[C@H](C)OC=2C=CC3=C(C=C(O3)C)C2)C1